2-ethyl-9,10-bis(n-octoxycarbonyloxy)anthracene methyl-3-(N-(2-((2-oxaspiro[3.3]heptan-6-yl)oxy)-4-chloro-5-cyanophenyl)sulfamoyl)-4-cyclopropylbenzoate COC(C1=CC(=C(C=C1)C1CC1)S(NC1=C(C=C(C(=C1)C#N)Cl)OC1CC2(COC2)C1)(=O)=O)=O.C(C)C1=CC2=C(C3=CC=CC=C3C(=C2C=C1)OC(=O)OCCCCCCCC)OC(=O)OCCCCCCCC